C(CCC)N1C(=NC=2N3CCC[C@@H]3C(N(C(C12)=O)CCCO)=O)OC1=CC(=CC=C1)F (10R)-5-butyl-4-(3-fluorophenoxy)-8-(3-hydroxypropyl)-1,3,5,8-tetraazatricyclo[8.3.0.0[2,6]]tridec-2(6),3-diene-7,9-dione